NC1=C(C(=NC=N1)OC1=CC=C(C=C1)NC(=O)NC1=CC(=NN1C1=CC=C(C=C1)OCC)C(C)(C)C)C#N (4-((6-amino-5-cyanopyrimidin-4-yl)oxy)phenyl)-3-(3-(tert-butyl)-1-(4-ethoxyphenyl)-1H-pyrazol-5-yl)urea